tert-Butyl-4-{5-[({[4-methyl-2-(piperidin-1-yl)phenyl](5-methylfuran-2-yl)methyl}carbamoyl)methyl]pyridin-2-yl}piperazin-1-carboxylat C(C)(C)(C)OC(=O)N1CCN(CC1)C1=NC=C(C=C1)CC(NC(C=1OC(=CC1)C)C1=C(C=C(C=C1)C)N1CCCCC1)=O